CN(CCNC1=C2C(=NC(=N1)C1=CC=C(C=C1)NS(=O)(=O)C1=C(C=NC=C1)F)NN=C2C)C N-[4-(4-[[2-(dimethylamino)ethyl]amino]-3-methyl-1H-pyrazolo[3,4-d]pyrimidin-6-yl)phenyl]-3-fluoropyridine-4-sulfonamid